C1C(=O)NC2=C(C=C(C=C2)[N+](=O)[O-])C(=N1)C3=CC=CC=C3Cl The molecule is 1,3-Dihydro-2H-1,4-benzodiazepin-2-one in which the hydrogens at positions 5 and 7 are substituted by 2-chlorophenyl and nitro groups, respectively. It is used in the treatment of all types of epilepsy and seizures, as well as myoclonus and associated abnormal movements, and panic disorders. However, its use can be limited by the development of tolerance and by sedation. It has a role as an anticonvulsant, a GABA modulator and an anxiolytic drug. It is a 1,4-benzodiazepinone and a member of monochlorobenzenes.